(2,3-Dihydro-4H-benzo[b][1,4]oxazin-4-yl)(5-(4-methoxyphenyl)pyridin-3-yl)-methanone O1C2=C(N(CC1)C(=O)C=1C=NC=C(C1)C1=CC=C(C=C1)OC)C=CC=C2